C(C)(C)(C)OC(=O)N1[C@@H](COCC1)C=1C=C(C=C2CCN(CC12)C(NCC)=O)Cl (R)-3-[6-Chloro-2-(ethylcarbamoyl)-1,2,3,4-tetrahydroisoquinolin-8-yl]morpholine-4-carboxylic acid tert-butyl ester